BrC1=CC(=C(C=N1)NCC(=O)OCC)C#N Ethyl 2-[(6-bromo-4-cyano-3-pyridyl)amino]acetate